FC=1C=NN2C1C(=CC(=C2)C=2N=NN(C2C)C2CCN(CC2)C#N)OC(CO)C2=NC=C(C=C2)F 4-[4-[3-Fluoro-4-[1-(5-fluoro-2-pyridyl)-2-hydroxy-ethoxy]pyrazolo[1,5-a]pyridin-6-yl]-5-methyl-triazol-1-yl]piperidine-1-carbonitrile